dimorpholine diisocyanate [N-]=C=O.[N-]=C=O.N1CCOCC1.N1CCOCC1